ClC=1C2=C(N=CN1)N(C=C2)CCC(C(=O)[O-])(C)C (4-chloro-7H-pyrrolo[2,3-d]pyrimidin-7-yl)methylpivalate